1-(11Z-octadecenoyl)-2-(5Z,8Z,11Z,14Z,17Z-eicosapentaenoyl)-sn-glycero-3-phosphocholine CCCCCC/C=C\CCCCCCCCCC(=O)OC[C@H](COP(=O)([O-])OCC[N+](C)(C)C)OC(=O)CCC/C=C\C/C=C\C/C=C\C/C=C\C/C=C\CC